imidazoliumselon N=1C([NH+]=CC1)=[Se]